C1(CC1)CC1(N=C(C2=C(N1)N(C=C2C=2C=C1C=C(C=NC1=CC2)OCC2=CC=C(C=C2)OC)C2=C(C=CC=C2)C)N)N 2-(cyclopropylmethyl)-5-(3-((4-methoxybenzyl)oxy)quinolin-6-yl)-7-tolyl-7H-pyrrolo[2,3-d]pyrimidine-2,4-diamine